N#CC(P(O)(=O)O)P(O)(=O)O 2-nitrilo-ethane-1,1-diphosphonic acid